O1C(OCC1)C1CCN(CC1)C1=NC=C(C=C1)OCC1=CC=CC=C1 2-(4-(1,3-dioxolan-2-yl)piperidin-1-yl)-5-(benzyloxy)pyridine